N-(1-(azetidin-1-ylmethyl)cyclopropyl)-2-(4-fluoro-3-methoxyphenyl)-2-methylpropanamide N1(CCC1)CC1(CC1)NC(C(C)(C)C1=CC(=C(C=C1)F)OC)=O